O=[V].Cl.Cl.Cl vanadium(V) oxytrichloride